3-(1-fluorocyclopropyl)-3-hydroxy-N-((R)-2-methoxy-1-(3-(trifluoromethoxy)phenyl)ethyl)butanamide lithium monofluoroborate B([O-])([O-])F.[Li+].FC1(CC1)C(CC(=O)N[C@@H](COC)C1=CC(=CC=C1)OC(F)(F)F)(C)O.[Li+]